(E)-4,7-diphenyl-1,10-phenanthroline C1(=CC=CC=C1)C1=CC=NC2=C3N=CC=C(C3=CC=C12)C1=CC=CC=C1